NC1CC(C=2C1=CC=C1C=C(N(CC21)CC(C)(C)F)C2CC2)N 7,9-diamino-3-cyclopropyl-N-(2-fluoro-2-methyl-propyl)-8,9-dihydro-7H-cyclopenta[h]isoquinoline